N-(3-((1S,3R)-3-aminocyclopentane-1-carboxamido)propyl)-4-((3-(1-(cyanomethyl)-3-(trifluoromethyl)-1H-pyrazol-4-yl)imidazo[1,2-a]pyrazin-8-yl)amino)-2-ethylbenzamide formate C(=O)O.N[C@H]1C[C@H](CC1)C(=O)NCCCNC(C1=C(C=C(C=C1)NC=1C=2N(C=CN1)C(=CN2)C=2C(=NN(C2)CC#N)C(F)(F)F)CC)=O